BrCC1=C(C(=NC=C1)N(C(OC(C)(C)C)=O)C(=O)OC(C)(C)C)F tert-butyl N-[4-(bromomethyl)-3-fluoro-2-pyridyl]-N-tert-butoxycarbonyl-carbamate